C[NH+](C)CCO N,N-dimethyl-2-hydroxy-ethylammonium